N(=[N+]=[N-])CCOCCOCCOCCOCCOCCOCCOCCOCCOCCOCCOCCOC(CN1C(=NC=2C(=NC=3C=CC=CC3C21)N)COCC)(C)C 1-(38-azido-2,2-dimethyl-3,6,9,12,15,18,21,24,27,30,33,36-dodecaoxaoctatriacontyl)-2-(ethoxymethyl)-1H-imidazo[4,5-c]quinolin-4-amine